ethoxybenzene C(C)OC1=CC=CC=C1